(4S,6S)-4,6-dimethyl-1,3,2-dioxathiane 2,2-dioxide C[C@@H]1OS(O[C@H](C1)C)(=O)=O